tert-butyl 3-(4-(4-(3-cyano-4-(((trifluoromethyl)sulfonyl)oxy)pyrazolo[1,5-a]pyridin-6-yl)-1H-pyrazol-1-yl)piperidine-1-carbonyl)azetidine-1-carboxylate C(#N)C=1C=NN2C1C(=CC(=C2)C=2C=NN(C2)C2CCN(CC2)C(=O)C2CN(C2)C(=O)OC(C)(C)C)OS(=O)(=O)C(F)(F)F